tert-butyl [2-oxo-2-(pyridin-4-yl)ethyl]carbamate O=C(CNC(OC(C)(C)C)=O)C1=CC=NC=C1